C(C)C=1C=NC2=CC=C(C=C2N1)C(C)=O (3-ethylquinoxalin-6-yl)ethan-1-one